5-((1-(4-((3S,4R)-3-(Ethylamino)-4-fluoropyrrolidin-1-yl)phenyl)-1H-imidazol-4-yl)amino)pyrazine-2-carbonitrile C(C)N[C@H]1CN(C[C@H]1F)C1=CC=C(C=C1)N1C=NC(=C1)NC=1N=CC(=NC1)C#N